((2-ethoxyphenoxy)methyl)morpholine-4-carboxylate C(C)OC1=C(OCOC(=O)N2CCOCC2)C=CC=C1